ClC1=CN=C(S1)C=1C=C(C(=O)N[C@H](C)C=2C=NC(=NC2)C(F)(F)F)C=C(C1)OC[C@@H]1CN(CCO1)C 3-(5-chloro-1,3-thiazol-2-yl)-5-{[(2S)-4-methylmorpholin-2-yl]methoxy}-N-{(1R)-1-[2-(trifluoromethyl)pyrimidin-5-yl]ethyl}benzamide